ClC1=CC=C(C=C1)[C@H](C(F)(F)F)NS(=O)(=O)C1=CN(C(C=C1)=O)CCO (R)-N-(1-(4-chlorophenyl)-2,2,2-trifluoroethyl)-1-(2-hydroxyethyl)-6-oxo-1,6-dihydropyridine-3-sulfonamide